O1C2=C(OCC1CN1CCC(CC1)(C(=O)N)C)C=CC=C2 1-((2,3-dihydrobenzo[b][1,4]dioxin-2-yl)methyl)-4-methylpiperidine-4-carboxamide